COC(C1=CC=C(C=C1)C1=C(N(C=2C1=CC1=C(N=CS1)C2)C2=CC=C(C=C2)F)C2(CCOCC2)O)=O 4-[5-(4-fluorophenyl)-6-(4-hydroxytetrahydropyran-4-yl)pyrrolo[2,3-f][1,3]benzothiazol-7-yl]benzoic acid methyl ester